Cl.CC1(C(NC2=C(O1)C(=NC=N2)NCC2=CC=C(C=C2)NS(=O)(=O)N)=O)C N-(4-(((6,6-dimethyl-7-oxo-7,8-dihydro-6H-pyrimido[5,4-b][1,4]oxazin-4-yl)amino)methyl)phenyl)sulfamide hydrochloride